FC1=CC=CC2=C1N=CN=[N+]2[O-] 5-fluorobenzo[e][1,2,4]triazine-1-oxide